ClC=1C(=NC(=NC1)NC1=NC(=NC=C1)C)C1=CC=C2CN(C(C2=C1)=O)[C@H](C(=O)N[C@H](CO)C1=CC(=CC=C1)OC)C (2S)-2-(6-{5-chloro-2-[(2-methylpyrimidin-4-yl)amino]pyrimidin-4-yl}-1-oxo-2,3-dihydro-1H-isoindol-2-yl)-N-[(1S)-2-hydroxy-1-(3-methoxyphenyl)ethyl]propionamide